(1S,2S)-3-Oxo-2-[(2Z)-pentenyl]cyclopentane-1-butyric acid O=C1[C@@H]([C@H](CC1)CCCC(=O)O)\C=C/CCC